benzotriazol-1-yl-oxypyrrolidine N1(N=NC2=C1C=CC=C2)ON2CCCC2